C(C)(C)(C)OC(=O)NC(C(=O)O)CC(F)(F)F 2-((tert-butoxycarbonyl)amino)-4,4,4-trifluorobutanoic acid